(2S)-1-(4-(((R)-1-(4-(ethylsulfonyl)phenyl)-2-hydroxyethyl)carbamoyl)phenyl)-N-methoxy-N-methyl-4-(4-(trifluoromethyl)phenyl)pyrrolidine-2-carboxamide C(C)S(=O)(=O)C1=CC=C(C=C1)[C@H](CO)NC(=O)C1=CC=C(C=C1)N1[C@@H](CC(C1)C1=CC=C(C=C1)C(F)(F)F)C(=O)N(C)OC